rac-methyl (5aR,6S,8aR)-5a-(4-bromophenyl)-3-chloro-7-fluoro-8a-hydroxy-8-oxo-6-phenyl-5a,7,8,8a-tetrahydro-6H-cyclopenta[4,5]furo[3,2-b]pyridine-7-carboxylate BrC1=CC=C(C=C1)[C@]12[C@](C3=NC=C(C=C3O1)Cl)(C([C@]([C@H]2C2=CC=CC=C2)(C(=O)OC)F)=O)O |&1:18|